methyl 5-(9-((4-(((tert-butoxycarbonyl)amino)methyl)phenyl)carbamoyl)-4,5-dihydrobenzo[b]thieno[2,3-d]oxepin-8-yl)-2-propyl-2H-indazole-4-carboxylate C(C)(C)(C)OC(=O)NCC1=CC=C(C=C1)NC(=O)C1=CC2=C(OCCC3=C2SC=C3)C=C1C1=C(C3=CN(N=C3C=C1)CCC)C(=O)OC